ICC12CCCN2C(C2=C1SC=C2)=O 8a-(Iodomethyl)-6,7,8,8a-tetrahydro-4H-thieno[2,3-a]pyrrolizin-4-one